COCC=1C=NC(=NC1)N1CCC(CC1)C(C)OC=1SC2=NC(=CC=C2N1)C=1C=NC(=CC1)S(=O)(=O)C 2-(1-(1-(5-(methoxymethyl)pyrimidin-2-yl)piperidin-4-yl)ethoxy)-5-(6-(methylsulfonyl)pyridin-3-yl)thiazolo[5,4-b]pyridin